ClC1=NNC2=NC(=NC(=C21)N[C@H]2CN(CC[C@H]2C)C(C=C)=O)NC=2C=NN(C2)C(F)F 1-((3R,4R)-3-((3-chloro-6-((1-(difluoromethyl)-1H-pyrazol-4-yl)amino)-1H-pyrazolo[3,4-d]pyrimidin-4-yl)amino)-4-methylpiperidin-1-yl)prop-2-en-1-one